ClC1=C(C(=C(C=C1OC)OC)Cl)C1=NC(=C2C=C(N=CC2=C1)N[C@H]1[C@H](COC1)NC(C=C)=O)NC1CC(CC1)(F)F N-((3R,4S)-4-((7-(2,6-dichloro-3,5-dimethoxyphenyl)-5-((3,3-difluorocyclopentyl)amino)-2,6-naphthyridin-3-yl)amino)tetrahydrofuran-3-yl)acrylamide